C(CCCCCCCCCCC)N.P(O)(O)(O)=O phosphoric acid dodecylamine salt